(R)-3-(3-chloro-4-fluorophenyl)-1-(1-(8-fluoro-1-oxo-1,2-dihydroisoquinolin-4-yl)ethyl)-1-methylurea ClC=1C=C(C=CC1F)NC(N(C)[C@H](C)C1=CNC(C2=C(C=CC=C12)F)=O)=O